(S)-1-(2-((2-chloro-4-fluorophenyl)amino)-5-methylpyrimidin-4-yl)-N-(1-(3-chlorophenyl)-2-hydroxyethyl)-1H-imidazole-4-amide ClC1=C(C=CC(=C1)F)NC1=NC=C(C(=N1)N1C=NC(=C1)C(=O)N[C@H](CO)C1=CC(=CC=C1)Cl)C